acryl-Amino Alcohol C(=O)(C=C)NO